1-(2,4-difluoro-phenyl)-5-methyl-1H-[1,2,3]triazol FC1=C(C=CC(=C1)F)N1N=NC=C1C